ClC1=C2C(=NN=C1C1=CC=CC=C1)NN=C2C2=CC=CC=C2 4-Chloro-3,5-diphenyl-1H-pyrazolo[3,4-c]pyridazine